CC=1C(C2=CC=CC(=C2C(C1)=O)OC)=O 2-methyl-5-methoxy-1,4-naphthoquinone